3-bromo-10-chlorobenzo[f]Quinoxaline BrC1=NC=2C=CC3=C(C2N=C1)C(=CC=C3)Cl